(R)-1-(1-Ethylpiperidin-3-yl)-5-(8-methoxy-[1,2,4]triazolo[1,5-a]pyridin-6-yl)-6-(trifluoromethyl)-1,3-dihydro-2H-benzo[d]imidazol-2-on C(C)N1C[C@@H](CCC1)N1C(NC2=C1C=C(C(=C2)C=2C=C(C=1N(C2)N=CN1)OC)C(F)(F)F)=O